7-methoxy-4-[(4-methylsulfanyl-phenoxy)methyl]Quinoline COC1=CC=C2C(=CC=NC2=C1)COC1=CC=C(C=C1)SC